4-[2,2-dibromo-1-[4-(trifluoromethyl)phenyl]cyclopropyl]piperidine-1-carboxylic acid tert-butyl ester C(C)(C)(C)OC(=O)N1CCC(CC1)C1(C(C1)(Br)Br)C1=CC=C(C=C1)C(F)(F)F